[Sb].[Nb].[Bi] bismuth niobium-antimony